(1R,3R)-1-(4-bromophenyl)-2-(3-((tert-butyldiphenylsilyl)oxy)-2,2-difluoropropyl)-3-methyl-1,2,3,4-tetrahydroisoquinoline-6,7-diol BrC1=CC=C(C=C1)[C@H]1N([C@@H](CC2=CC(=C(C=C12)O)O)C)CC(CO[Si](C1=CC=CC=C1)(C1=CC=CC=C1)C(C)(C)C)(F)F